OC1C[N+](CC(C1)O)(C)C 3,5-dihydroxy-1,1-dimethyl-piperidinium